O=C1C2=CC=CC=C2SC=2C=CC(=CC12)OCC(=O)OC methyl [(9-oxo-9H-thioxanthen-2-yl)oxy]acetate